N1=CC=CC=2CN(CCC12)C1=C(C=C(C=N1)C(=O)NCC=1C=C2CC(NC2=CC1)=O)C 6-(7,8-dihydro-5H-1,6-naphthyridin-6-yl)-5-methyl-N-[(2-oxoindolin-5-yl)methyl]pyridine-3-carboxamide